5-[2-Isopropyl-4-methoxy-5-(4-methyl-thiophen-2-yl)-phenoxy]-pyrimidine-2,4-diamine C(C)(C)C1=C(OC=2C(=NC(=NC2)N)N)C=C(C(=C1)OC)C=1SC=C(C1)C